CC1(OB(OC1(C)C)C=1CCN(CC1)C(=O)OC(C)(C)C)C Tert-butyl 4-(4,4,5,5-tetramethyl-1,3,2-dioxaborolan-2-yl)-3,6-dihydropyridine-1(2H)-carboxylate